tert-butyl (2S)-2-((2-(1-(tert-butoxycarbonyl)-6-(3-methyl-2-oxo-2,3-dihydrobenzo[d]oxazol-5-yl)-1H-indol-2-yl)-1-cyanoethyl) carbamoyl)-1,4-oxazepane-4-carboxylate C(C)(C)(C)OC(=O)N1C(=CC2=CC=C(C=C12)C=1C=CC2=C(N(C(O2)=O)C)C1)CC(C#N)NC(=O)[C@H]1OCCCN(C1)C(=O)OC(C)(C)C